Cl.Cl.NC[C@H]1[C@](C[C@@H](CC1)CCB(O)O)(C(=O)O)NCC (1R,2S,5R)-2-(Aminomethyl)-5-(2-boronoethyl)-1-(ethylamino)cyclohexane-1-carboxylic acid dihydrochloride